barium iron(II) [Fe+2].[Ba+2]